(S)-tert-butyl (1-([1,1'-biphenyl]-4-yl)-3-hydroxypropan-2-yl)carbamate C1(=CC=C(C=C1)C[C@@H](CO)NC(OC(C)(C)C)=O)C1=CC=CC=C1